NC1=NN2C(C=C(C=C2)C=2C(=C(OC(CC(C(C)(O)C3=CC=C(C=C3)F)(F)F)(C)C)C(=CC2)F)F)=N1 5-(3-(2-amino-[1,2,4]triazolo[1,5-a]pyridin-7-yl)-2,6-difluorophenoxy)-3,3-difluoro-2-(4-fluorophenyl)-5-methylhexan-2-ol